C(OC1(CCCCC1)CN1C(CCC2=CC=C(C=C12)CCN1CCN(CC1)C1=CC(=CC2=C1C=CS2)F)=O)([O-])=O (7-(2-(4-(6-fluorobenzothiophen-4-yl)piperazin-1-yl)ethyl)-2-oxo-3,4-dihydroquinoline-1(2H)-yl)methylcyclohexyl carbonate